O=C1N(C(CC1)=O)C(C(=O)O)N1C(C=CC1=O)=O.NCCCCCCCC1(CC(=C(C(=O)NC=2SC(=CN2)C)C=C1)C)C(=O)N 4-(7-Aminoheptyl)-2-methyl-N1-(5-methylthiazol-2-yl)terephthalamide 2,5-dioxopyrrolidin-1-yl-2-(2,5-dioxo-2,5-dihydro-1H-pyrrol-1-yl)acetate